C=1SC=NC1CC1N=CC=NC1=O [1-(2,4-thiazol-5-yl)methyl]pyrazin-3-one